Tert-Butyl 4-{3-[(4-{[6-(5-Chloro-2-Fluorophenyl)-3-Methylpyridazin-4-Yl]Amino}Pyridin-2-Yl)Carbamoyl]Propyl}-1,4-Diazepane-1-Carboxylate ClC=1C=CC(=C(C1)C1=CC(=C(N=N1)C)NC1=CC(=NC=C1)NC(=O)CCCN1CCN(CCC1)C(=O)OC(C)(C)C)F